C(=O)(C=1NC=CC1)C=1NC=CC1 carbonyl-dipyrrole